ethyl n-decanoate CCCCCCCCCC(=O)OCC